N-(3-iodopyridin-4-yl)pyridine-3-carboxamide IC=1C=NC=CC1NC(=O)C=1C=NC=CC1